N-(3-(4-(2,6-dioxo-piperidin-3-yl)benzofuran-2-yl)prop-2-yn-1-yl)-5-(8-(1-ethyl-3-methyl-4-morpholino-2-oxo-2,3-dihydro-1H-imidazo[4,5-c]pyridin-6-yl)isoquinolin-3-yl)picolinamide O=C1NC(CCC1C1=CC=CC2=C1C=C(O2)C#CCNC(C2=NC=C(C=C2)C=2N=CC1=C(C=CC=C1C2)C2=CC1=C(C(=N2)N2CCOCC2)N(C(N1CC)=O)C)=O)=O